4-[1-(3-Chloro-phenyl)-1H-[1,2,3]triazol-4-yl]-1-(3-methyl-benzyl)-piperidine ClC=1C=C(C=CC1)N1N=NC(=C1)C1CCN(CC1)CC1=CC(=CC=C1)C